(S)-N-((S)-(4-chlorophenyl)(2-(trifluoromethyl)oxazol-4-yl)methyl)-2-oxo-oxazolidine ClC1=CC=C(C=C1)[C@H](N1C(OCC1)=O)C=1N=C(OC1)C(F)(F)F